5-{2-amino-[1,2,4]triazolo[1,5-a]pyridin-7-yl}-N-{[2-fluoro-5-(trifluoromethoxy)phenyl]methyl}-2-methoxypyridine-3-carboxamide NC1=NN2C(C=C(C=C2)C=2C=C(C(=NC2)OC)C(=O)NCC2=C(C=CC(=C2)OC(F)(F)F)F)=N1